4-Chloropyrido[3',2':4,5]thieno[3,2-d]pyrimidine ClC=1C2=C(N=CN1)C1=C(S2)N=CC=C1